COC(C)(C)C1=NC(=CC(=N1)N1CCOCC1)N1N=C(C=C1)C=1C=C(C=CC1)C 4-(2-(2-methoxypropan-2-yl)-6-(3-(m-tolyl)-1H-pyrazol-1-yl)pyrimidin-4-yl)morpholine